CC1N(CCC(C1)N)C dimethyl-piperidin-4-amine